C(#N)C1=C(OC2=CC=C3N=CC(=NC3=C2)N2N=CC(=C2)N2CCN(CCC2)C(=O)OC(C)(C)C)C(=CC=C1NS(N(C)CC)(=O)=O)F tert-butyl 4-[1-[7-[2-cyano-3-[[ethyl(methyl)sulfamoyl]amino]-6-fluoro-phenoxy]quinoxalin-2-yl]pyrazol-4-yl]-1,4-diazepane-1-carboxylate